1,2-bis(4-hydroxyphenyl)propane Ethyl-6-fluoro-1-(4-(morpholinomethyl)phenyl)-1,4-dihydrothiochromeno[4,3-c]pyrazole-3-carboxylate C(C)OC(=O)C=1C2=C(N(N1)C1=CC=C(C=C1)CN1CCOCC1)C=1C=CC=C(C1SC2)F.OC2=CC=C(C=C2)CC(C)C2=CC=C(C=C2)O